BrC=1C=C(C=CC1)NC(=O)C1CC2(C1)CCC(CC2)C2=CC=NC1=CC=C(C=C21)F N-(3-bromophenyl)-7-(6-fluoroquinoline-4-yl)spiro[3.5]nonane-2-carboxamide